C(#N)C=1C(=CC(=NC1)NC(=O)N1C2CC(C3=CC=C(N=C13)C=O)(C2)OCCN2CCCC2)NCCOC N-(5-cyano-4-((2-methoxyethyl)amino)pyridin-2-yl)-4-(2-(pyrrolidin-1-yl)ethoxy)-7-formyl-3,4-dihydro-2,4-methylene-1,8-naphthyridine-1(2H)-carboxamide